8-(tert-butoxycarbonylmethyl)-tetracyclo[4.4.0.12,5.17,10]-3-dodecene C(C)(C)(C)OC(=O)CC1C2C3C4C=CC(C3C(C1)C2)C4